2-(tert-butyl) 3-ethyl (1S,3S,5S)-5-(2-oxoethyl)-2-azabicyclo[3.1.0]hexane-2,3-dicarboxylate O=CC[C@@]12C[C@H](N([C@H]2C1)C(=O)OC(C)(C)C)C(=O)OCC